N1=CC(=C2OCCCN21)C2=CN1C(S2)=C(C=N1)C(=O)NC=1C(=NC=C(C1)NC(CN1CC(C1)(C)C)=O)C (6,7-dihydro-5H-pyrazolo[5,1-b][1,3]oxazin-3-yl)-N-(5-(2-(3,3-dimethyl-azetidin-1-yl)acetamido)-2-methylpyridin-3-yl)pyrazolo[5,1-b]thiazole-7-carboxamide